2-(3-(9-phenyl-9-(pyridin-3-yl)-9H-fluoren-3-yl)phenyl)-1,10-phenanthroline C1(=CC=CC=C1)C1(C2=CC=CC=C2C=2C=C(C=CC12)C=1C=C(C=CC1)C1=NC2=C3N=CC=CC3=CC=C2C=C1)C=1C=NC=CC1